C(C=C)N[C@H](CC=C)[C@@]1(OC2=C(C1)C(=C(C(=C2)F)Cl)Br)C2=CC=CC=C2 (R)-N-allyl-1-((S)-4-bromo-5-chloro-6-fluoro-2-phenyl-2,3-dihydrobenzofuran-2-yl)but-3-en-1-amine